2-(2-(2-(methoxymethyl)-7-methylquinoxalin-5-yl)-4-methylbenzo[d]thiazol-6-yloxy)ethylcarbamic acid tert-butyl ester C(C)(C)(C)OC(NCCOC1=CC2=C(N=C(S2)C2=C3N=CC(=NC3=CC(=C2)C)COC)C(=C1)C)=O